(R)-1-(3-(1-(4-(3-methoxyphenoxy)phenyl)imidazo[1,5-a]pyrazin-3-yl)piperidin-1-yl)but-2-yn-1-one COC=1C=C(OC2=CC=C(C=C2)C=2N=C(N3C2C=NC=C3)[C@H]3CN(CCC3)C(C#CC)=O)C=CC1